C(CCCCCCCCCCCCCCC)OC1=CC=C(C=C1)C(C(=O)C1=CC=C(C=C1)OCCCCCCCCCCCCCCCC)=O 1,2-bis(4-(hexadecyloxy)phenyl)ethane-1,2-dione